FC1=C(C=CC=C1)C1=C2N=C(C(=NC2=CC=C1)C(=O)N)CC=1SC(=CC1)C1=CC=C(C=C1)C(F)(F)F (2-fluorophenyl)-((5-(4-(trifluoromethyl)phenyl)thiophen-2-yl)methyl)quinoxaline-2-carboxamide